COC1=CC=C(C=C1)N(C1=CC=C(C=C1)B(O)O)C1=CC=C(C=C1)OC 4-Bis(4-methoxyphenyl)aminophenylboronic acid